OC1=C(C(=CC(=C1)C(F)(F)F)C)C=1C=C(C=2C(N1)=NN(C2)[C@H]2CCC(NC2)=O)C (S)-5-(6-(2-hydroxy-6-methyl-4-(trifluoromethyl)phenyl)-4-methyl-2H-pyrazolo[3,4-b]pyridin-2-yl)piperidin-2-one